3-((1-methylpyrrolidin-1-ium-1-yl)methyl)-8-oxo-5-thia-1-azabicyclo[4.2.0]oct-2-ene-2-carboxylic acid C[N+]1(CCCC1)CC1=C(N2C(CC2SC1)=O)C(=O)O